ClC(C1=NC(=NO1)C=1C=CC(=NC1)CP(NC1=CC=CC=C1)(=O)C)(F)F P-((5-(5-(chlorodifluoromethyl)-1,2,4-oxadiazol-3-yl)pyridin-2-yl)methyl)-P-methyl-N-phenylphosphinic amide